C(C)(C)(C)OC(=O)N1[C@@H](CCC1=O)C(=O)O.C1(CCCC1)C(=O)N1C2CN(CC1CC2)CC2=C(N=C1N2C=CC=N1)C1=CC=C(C=C1)C1CC1 |r| Cyclopentyl-(3-{[2-(4-cyclopropylphenyl)imidazo[1,2-a]pyrimidin-3-yl]methyl}-3,8-diazabicyclo[3.2.1]oct-8-yl)methanone N-tert-butoxycarbonyl-DL-pyroglutamate